C(=C)C1=CC(=CC(=C1)C(C)C)C(C)C 1-vinyl-3,5-bis(propan-2-yl)benzene